BrC1=C(C=C(C=C1)OC1=NC=CC(=N1)C)CO (2-Bromo-5-((4-methylpyrimidin-2-yl)oxy)phenyl)methanol